O.OC1[C@H](O)[C@@H](O)[C@H](O[C@H]2[C@H](O)[C@@H](O)[C@@H](O)[C@H](O2)CO)[C@H](O1)CO D-lactose, monohydrate